4-[4-[[2-Methyl-5-[(1S,2S,3S,4R,5S)-2,3,4-tribenzyloxy-1-(benzyloxymethyl)-6,8-dioxabicyclo[3.2.1]oct-5-yl]phenyl]methyl]phenyl]butan-1-ol CC1=C(C=C(C=C1)[C@]12[C@@H]([C@H]([C@@H]([C@](CO1)(O2)COCC2=CC=CC=C2)OCC2=CC=CC=C2)OCC2=CC=CC=C2)OCC2=CC=CC=C2)CC2=CC=C(C=C2)CCCCO